1,2,3,6-tetrahydropyrimidine-4-carboxamide N1CNC(=CC1)C(=O)N